hex-3-en-2-on CC(C=CCC)=O